(methylcyclopentadienyl)(1-methyl-tetrahydroindenyl)zirconium CC1(C=CC=C1)[Zr]C1(CCC2CC=CC=C12)C